ClC1=CC2=C(C=N1)C=1C=CC(=CC1CO2)C=2C=C(N=NC2)OC 5-{3-chloro-6H-isochromeno[4,3-c]pyridin-8-yl}-3-methoxypyridazine